3-(4-(ethyl-sulfonamido)phenyl)-5-((1-methyl-1H-pyrazol-3-yl)amino)-1H-pyrazole-4-carboxamide C(C)S(=O)(=O)NC1=CC=C(C=C1)C1=NNC(=C1C(=O)N)NC1=NN(C=C1)C